O1CCC2=C1C(=CC=C2)C=2C(=NC(=CC2)N)N 3-(2,3-dihydrobenzofuran-7-yl)pyridine-2,6-diamine